C(C)(C)(C)OC(=O)N1CCC(CC1)CC1=C(C=2N(C=C1)N=CC2C(=O)OCC)C ethyl 5-((1-(tert-butoxycarbonyl)piperidin-4-yl)methyl)-4-methylpyrazolo[1,5-a]pyridine-3-carboxylate